N-(tert-butyl)-5-methylpyrazole C(C)(C)(C)N1N=CC=C1C